BrC=1C(=C(C(=CC1)C1=CC=C(C=C1)CCCCC)O)F 4-bromo-3-fluoro-4'-pentyl-[1,1'-biphenyl]-2-ol